CC1=NN(C(=N1)C)C(C=O)C (3,5-dimethyl-1H-1,2,4-triazol-1-yl)propanal